C(C)(C)(C)OC(N(C)C=1C=C(C(=C2C3=C(NC12)N=CC(=C3N3CC[C@H]1[C@@H]3CN(C1)C)Cl)F)F)=O N-[4-[(3aR,6aR)-5-methyl-2,3,3a,4,6,6a-hexahydropyrrolo[2,3-c]pyrrol-1-yl]-3-chloro-5,6-difluoro-9H-pyrido[2,3-b]indol-8-yl]-N-methyl-carbamic acid tert-butyl ester